5-(methylamino)pyrazole-4-nitrile CNC1=C(C=NN1)C#N